2-[rac-(3r,4s)-3,4-difluoropyrrolidin-1-yl]-5,7-dihydrofuro[3,4-b]pyridine-3-carboxylate F[C@@H]1CN(C[C@@H]1F)C1=C(C=C2C(=N1)COC2)C(=O)[O-] |r|